C1(=CC(=CC=C1)C1=NC(=NC=C1Cl)NC=1C=C(C=NC1)NC(CCN1CCN(CC1)C1CCN(CC1)C1=CC=C(C=C1)NC1C(NC(CC1)=O)=O)=O)C1=CC=CC=C1 N-(5-((4-([1,1'-biphenyl]-3-yl)-5-chloropyrimidin-2-yl)amino)pyridin-3-yl)-3-(4-(1-(4-((2,6-dioxopiperidin-3-yl)amino)phenyl)piperidin-4-yl)piperazin-1-yl)propanamide